C(C=C)OC1(CCN(CC1)C1=C(C(=O)O)C=CC(=C1)Cl)C 2-(4-(allyloxy)-4-methylpiperidin-1-yl)-4-chlorobenzoic acid